4-(2-bromophenyl)-1H-imidazole BrC1=C(C=CC=C1)C=1N=CNC1